(1s,4s)-4-(8-(4-chloro-2,6-difluorophenylamino)-2-(cyclobutylamino)-9H-purin-9-yl)cyclohexanecarboxamide ClC1=CC(=C(C(=C1)F)NC=1N(C2=NC(=NC=C2N1)NC1CCC1)C1CCC(CC1)C(=O)N)F